C(C)(C)(C)OC(=O)N1C[C@H]([C@H](CC1)C1=CN=C(S1)N)F.OC(C(=O)C1=CC=C(C=C1)OCCO)(C)C |r| hydroxyl-2-methyl-1-[4-(2-hydroxyethoxy)phenyl]1-propanone tert-butyl-(3SR,4SR)-4-(2-aminothiazol-5-yl)-3-fluoro-piperidine-1-carboxylate